ethyl 2-(3-bromophenyl)-2-methylpropionate BrC=1C=C(C=CC1)C(C(=O)OCC)(C)C